C(C)(C)(C)OC(=O)N1CC2C(N3C(COC=4N=C5C(=C(C(=CC5=C(C34)N2CC1)Cl)Br)F)CN(C)C)=O tert-butyl-11-bromo-12-chloro-6-((dimethylamino) methyl)-10-fluoro-5-oxo-1,2,4a,5,6,7-hexahydro-8-oxa-3,5a,9,13c-tetraazanaphtho[3,2,1-de]anthracene-3(4H)-carboxylate